(R)-N'-acetyl-4-amino-N',3-dimethyl-N-((5-(trifluoromethyl)pyridin-2-yl)methyl)-1,3-dihydrofuro[3,4-c]quinoline-8-carbohydrazide C(C)(=O)N(N(C(=O)C1=CC=2C3=C(C(=NC2C=C1)N)[C@H](OC3)C)CC3=NC=C(C=C3)C(F)(F)F)C